NC=1N=C(C(=NC1)C#N)C(CC)F 5-amino-3-(1-fluoropropyl)pyrazine-2-carbonitrile